(R)-5-((((6-(2-chloro-3-(3-chloro-2-(7-(((((S)-5-oxopyrrolidin-2-yl)methyl)amino)methyl)quinolin-3-yl)pyridin-4-yl)phenyl)-2-methoxypyridin-3-yl)methyl)amino)methyl)pyrrolidin-2-one ClC1=C(C=CC=C1C1=C(C(=NC=C1)C=1C=NC2=CC(=CC=C2C1)CNC[C@H]1NC(CC1)=O)Cl)C1=CC=C(C(=N1)OC)CNC[C@H]1CCC(N1)=O